O=C(C(=O)C=1N2CCCC2=C(C1)C(=O)O)N[C@H](C(F)(F)F)C (S)-5-(2-oxo-2-((1,1,1-trifluoropropan-2-yl)amino)acetyl)-2,3-dihydro-1H-pyrrolizine-7-carboxylic acid